(2S,4R)-N-[(R)-[5-(3,3-difluorocyclobutyl)-6-fluoropyridin-2-yl](phenyl)methyl]-4-fluoro-1-[2-(6-oxo-1,6-dihydropyridin-3-yl)acetyl]pyrrolidine-2-carboxamide FC1(CC(C1)C=1C=CC(=NC1F)[C@H](NC(=O)[C@H]1N(C[C@@H](C1)F)C(CC1=CNC(C=C1)=O)=O)C1=CC=CC=C1)F